CS(=O)(=O)O.FC(OC1CCN(CC1)C=1N=C(C2=C(N1)N=CC=C2)NCC=2C(=NC=CC2)C(F)(F)F)(F)F 2-(4-(trifluoromethoxy)piperidin-1-yl)-N-((2-(trifluoromethyl)pyridin-3-yl)methyl)pyrido[2,3-d]pyrimidin-4-amine methanesulfonate